(2S)-2-[[3-[2-bromo-4-fluoro-5-[3-methyl-2,6-dioxo-4-(trifluoromethyl)pyrimidin-1-yl]phenoxy]-2-pyridinyl]oxy]-2-methoxy-acetic acid methyl ester COC([C@@H](OC)OC1=NC=CC=C1OC1=C(C=C(C(=C1)N1C(N(C(=CC1=O)C(F)(F)F)C)=O)F)Br)=O